ClC1=C(CN2C(N(CC=3C2=NN(C3)C)C3CCN(CC3)C3=C(C=CC=C3C)F)=O)C=CC=C1 7-(2-chloro-benzyl)-5-[1-(2-fluoro-6-methyl-phenyl)-piperidin-4-yl]-2-methyl-2,4,5,7-tetrahydro-pyrazolo[3,4-d]pyrimidin-6-one